C(C1=CC=NC=C1)(=O)OC1=C(C=CC(=C1)OC)CC1(C(N(C2=CC=C(C=C12)C)CCCC(C)C)=O)O 2-((3-hydroxy-5-methyl-1-(4-methylpentyl)-2-oxoindolin-3-yl)methyl)-5-methoxyphenyl isonicotinate